N-(3-(2-((3-isoPropoxy-4-(1-methyl-1H-pyrazol-4-yl)phenyl)amino)-7H-pyrrolo[2,3-d]pyrimidin-7-yl)phenyl)propane-2-sulfonamide C(C)(C)OC=1C=C(C=CC1C=1C=NN(C1)C)NC=1N=CC2=C(N1)N(C=C2)C=2C=C(C=CC2)NS(=O)(=O)C(C)C